(R)-1-(4-(6-amino-5-(trifluoromethyl)pyridin-3-yl)-1-(3-fluorobicyclo[1.1.1]pentan-1-yl)-1H-imidazol-2-yl)-2-methylpropan-1-ol NC1=C(C=C(C=N1)C=1N=C(N(C1)C12CC(C1)(C2)F)[C@@H](C(C)C)O)C(F)(F)F